COC[C@@H](C)N (2R)-1-methoxypropan-2-amine